N-[3-chloro-2-fluoro-4-(3-methyloxetan-3-yl)oxy-phenyl]-6-[(1S,4S)-2,5-diazabicyclo[2.2.1]heptan-2-yl]pyrido[3,2-d]pyrimidin-4-amine ClC=1C(=C(C=CC1OC1(COC1)C)NC=1C2=C(N=CN1)C=CC(=N2)N2[C@@H]1CN[C@H](C2)C1)F